FC1=C(C=CC(=C1)F)C(C(F)(F)C1=CC=C(C=N1)OC1=CC=C(C#N)C=C1)(CN1N=CN=C1S)O 4-[[6-[2-(2,4-difluorophenyl)-1,1-difluoro-2-hydroxy-3-(5-sulfanyl-1,2,4-triazol-1-yl)propyl]-3-pyridyl]oxy]benzonitrile